FC1=C(C2=C(C(=N1)OC)N=C(S2)NC(=O)N2C[C@@]1(CCOC1)CC2)N2CCOCC2 (5S)-N-[6-Fluoro-4-methoxy-7-(morpholin-4-yl)-[1,3]thiazolo[4,5-c]pyridin-2-yl]-2-oxa-7-azaspiro[4.4]nonan-7-carboxamid